(3R,4S,5R)-5-((benzoyloxy)methyl)-4-methyltetrahydrofuran-2,3,4-triyl triacetate C(C)(=O)OC1O[C@@H]([C@]([C@H]1OC(C)=O)(C)OC(C)=O)COC(C1=CC=CC=C1)=O